ClC=1C(=C2C=NNC2=CC1F)OC1=NC=CC2=C1N=C(N=C2N2CCN(CC2)C(C=C)=O)OC[C@H]2N(C[C@H](C2)F)C 1-[4-(8-[(5-chloro-6-fluoro-1H-indazol-4-yl)oxy]-2-{[(2S,4S)-4-fluoro-1-methylpyrrolidin-2-yl]methoxy}pyrido[3,4-d]pyrimidin-4-yl)piperazin-1-yl]prop-2-en-1-one